N-(5-(3,3-difluorocyclobutoxy)-1,3,4-thiadiazol-2-yl)-4-iodo-2-(6-azaspiro[2.5]oct-6-yl)benzamide FC1(CC(C1)OC1=NN=C(S1)NC(C1=C(C=C(C=C1)I)N1CCC2(CC2)CC1)=O)F